N-[(6-amino-2-pyridyl)sulfonyl]-2-(7-azaspiro[3.5]nonan-7-yl)-6-(3-fluoro-5-isobutoxy-phenyl)pyridine-3-carboxamide NC1=CC=CC(=N1)S(=O)(=O)NC(=O)C=1C(=NC(=CC1)C1=CC(=CC(=C1)OCC(C)C)F)N1CCC2(CCC2)CC1